NC[C@@H]1[C@@H](CC(N1)=O)CC (4r,5s)-5-(aminomethyl)-4-ethylpyrrolidin-2-one